p-hydroxybenzyl alcohol OCC1C=CC(O)=CC=1